ethyl 2-((3-(benzyloxy)-5-(1-((tert-butyldimethylsilyl)oxy)ethyl)-2-oxopyrrolidin-1-yl)amino)-2-iminoacetate C(C1=CC=CC=C1)OC1C(N(C(C1)C(C)O[Si](C)(C)C(C)(C)C)NC(C(=O)OCC)=N)=O